6-chloro-3-oxo-2,3-dihydropyridazine-4-carboxylic acid ClC=1C=C(C(NN1)=O)C(=O)O